4-((1R,3S)-3-(but-2-ynamido)cyclohexyl)-5,6-difluoro-2,3-dimethyl-1H-indole-7-carboxamide C(C#CC)(=O)N[C@@H]1C[C@@H](CCC1)C1=C2C(=C(NC2=C(C(=C1F)F)C(=O)N)C)C